NC1=CC=C2C(C=C(OC2=C1N)C=1C=NC=CC1)=O 7,8-diamino-2-(pyridin-3-yl)-4H-chromen-4-one